1-(2-fluorophenyl)-4-(4,4,5,5-tetramethyl-1,3,2-dioxaborolan-2-yl)-1H-pyrazole FC1=C(C=CC=C1)N1N=CC(=C1)B1OC(C(O1)(C)C)(C)C